N-(4-(4-amino-7H-pyrrolo[2,3-d]pyrimidin-5-yl)phenyl)-6-cyano-5-(4-fluorophenyl)-1-isopropyl-4-oxo-1,4-dihydropyridine-3-carboxamide NC=1C2=C(N=CN1)NC=C2C2=CC=C(C=C2)NC(=O)C2=CN(C(=C(C2=O)C2=CC=C(C=C2)F)C#N)C(C)C